FC(C1=NN=C(O1)C1=CC=C(C=C1)C(CCCC)N1N=NC(=C1)C=1C=C(C=CC1)NC(=O)N1CCOCC1)F N-(3-(1-(1-(4-(5-(difluoromethyl)-1,3,4-oxadiazol-2-yl)phenyl)pentyl)-1H-1,2,3-triazol-4-yl)phenyl)morpholine-4-carboxamide